C(#N)C=1C=CC(=NC1)N1CCN(CC1)C1=CC=C(C=C1)NC(C1=CC=C(C=C1)OC[C@H](CF)O)=O |r| rac-N-(4-(4-(5-Cyanopyridin-2-yl)piperazin-1-yl)phenyl)-4-(3-fluoro-2-hydroxypropoxy)benzamid